Cl.NCCCOCCOCCOCCCNC(OCC1C2=CC=CC=C2C=2C=CC=CC12)=O (9H-fluoren-9-yl)methyl (3-(2-(2-(3-aminopropoxy)ethoxy)ethoxy)propyl)carbamate hydrochloride